CC1=NOC(=C1C1=CC=C2C=3N(C(COC31)C3=CC=CC=C3)C(=N2)N2CCN(CC2)C(=O)[O-])C 4-[7-(3,5-dimethylisoxazol-4-yl)-4-phenyl-4,5-dihydroimidazo[1,5,4-de][1,4]benzoxazin-2-yl]piperazine-1-carboxylate